3-((S)-3-((S)-8-(5-(4-(aminomethyl)phenyl)pyridin-3-ylsulfonyl)-1-oxa-8-azaspiro[4.5]decan-3-ylamino)-2-hydroxypropoxy)-N-methylbenzenesulfonamide NCC1=CC=C(C=C1)C=1C=C(C=NC1)S(=O)(=O)N1CCC2(C[C@@H](CO2)NC[C@@H](COC=2C=C(C=CC2)S(=O)(=O)NC)O)CC1